C(CC)OC(C=C[Si](CC=C)(CC=C)CC=C)=O 3-(triallylsilyl)acrylic propyl ester